5'-(4-amino-2,6-dimethylphenoxy)spiro[cyclobutane-1,3'-indoline] NC1=CC(=C(OC=2C=C3C4(CNC3=CC2)CCC4)C(=C1)C)C